C(C)(C)(C)OC(=O)N1C[C@@H]2COC3=C(CN2CC1)C=C(C(=C3Cl)Br)OC(F)F (12AR)-9-bromo-10-chloro-8-(difluoromethoxy)-3,4,12,12a-tetrahydro-6H-pyrazino[2,1-c][1,4]benzoxazepine-2(1H)-carboxylic acid tert-butyl ester